4-chloro-2-cyclopropyloxy-6-(1-methyl-1H-pyrazol-5-yl)benzonitrile ClC1=CC(=C(C#N)C(=C1)C1=CC=NN1C)OC1CC1